2-(dimethylamino)-4-methyl-6-(pentadecyloxy)pyrimidin-5-ol CN(C1=NC(=C(C(=N1)C)O)OCCCCCCCCCCCCCCC)C